BrCC(=O)C=1SC(=CC1)C1(CN2CCC1CC2)O 2-bromo-1-[5-(3-hydroxyquinuclidin-3-yl)-2-thienyl]ethanone